ClC=1C=C(CNCCCCOC2CN(C2)C2=C3C=NNC3=CC(=C2)C2=CN=NC=C2)C=CC1OC(F)(F)F N-(3-chloro-4-(trifluoromethoxy)benzyl)-4-((1-(6-(pyridazin-4-yl)-1H-indazol-4-yl)azetidin-3-yl)oxy)butan-1-amine